phenylbutane-1-sulfonate C1(=CC=CC=C1)OS(=O)(=O)CCCC